COC=1C=C(C=C(C1)OC)NC=1C=C2N=C(C=NC2=CC1)C=1C=NC(=CC1)N1CCNCC1 N-(3,5-dimethoxyphenyl)-3-(6-(piperazin-1-yl)-pyridin-3-yl)quinoxalin-6-amine